CN1N=C(C=C1C)NC1=NC=C(C(=N1)C1=CNC2=C(C=CC=C12)NC(CN1C[C@@H](CC1)C(=O)N1CC(NCC1)=O)=O)C (R)-N-(3-(2-((1,5-dimethyl-1H-pyrazol-3-yl)amino)-5-methylpyrimidin-4-yl)-1H-indol-7-yl)-2-(3-(3-oxopiperazine-1-carbonyl)pyrrolidin-1-yl)acetamide